NC(N)C1=CC=CC=2NN=NC21 diaminomethylbenzotriazole